pentaazolium chloride salt [Cl-].[NH+]=1NN=NN1